(R)-N-(1-(4-chlorophenyl)-2,2,2-trifluoroethyl)-N-ethyl-1-methyl-6-oxo-1,6-dihydropyridazine-4-sulfonamide ClC1=CC=C(C=C1)[C@H](C(F)(F)F)N(S(=O)(=O)C=1C=NN(C(C1)=O)C)CC